8-Bromo-6H-imidazo[1,2-c]pyrimidin-5-one BrC=1C=2N(C(NC1)=O)C=CN2